(1-Methyl-1,2,3,4-tetrahydroquinolin-4-yl)methanamine hydrochloride Cl.CN1CCC(C2=CC=CC=C12)CN